German aluminium [Al].[GeH4]